CN1C=NC2=C1C=C(C=C2)\C=C\2/N=C(NC2=O)NC2=CC=C(C=C2)N2CCN(CC2)C (4Z)-4-[(3-methylbenzimidazol-5-yl)methylene]-2-[4-(4-methylpiperazin-1-yl)anilino]-1H-imidazol-5-one